[Cu].[Sn].[Bi] Bismuth-tin-copper